C(C)(C)(C)N(C(O)=O)CC(CCC1=CC2=C(N=C(O2)CCCC)C=C1)=CF.CC=1NC(C(=C2CCCCC12)CNC(C1=CC=C(C=C1)C(F)(F)F)=O)=O N-((1-methyl-3-oxo-2,3,5,6,7,8-hexahydroisoquinolin-4-yl)methyl)-4-(trifluoromethyl)benzamide tert-butyl-(4-(2-butylbenzo[d]oxazol-6-yl)-2-(fluoromethylene)butyl)carbamate